C(C)(=O)C1=CC(=CC2=CN(C(N=C12)N1CCC(CC1)(C)C)C)C 8-acetyl-2-(4,4-dimethylpiperidin-1-yl)-3,6-dimethylquinazolin